C(C)OC(=O)C=1N=C(SC1C(C)=O)N.COCCN(C1=CC=CC=C1)CCC(=C)C1=CC=CC=C1 N-(2-methoxyethyl)-N-(3-phenylbut-3-en-1-yl)aniline ethyl-5-acetyl-2-amino-thiazole-4-carboxylate